7-bromoquinoxaline-2-formaldehyde BrC1=CC=C2N=CC(=NC2=C1)C=O